BrC1=C(C=C(CN2CCC(CC2)(C)C)C=C1)F 1-(4-Bromo-3-fluorobenzyl)-4,4-dimethylpiperidine